2,2-difluoro-1-(2-fluorophenyl)ethanamine FC(C(N)C1=C(C=CC=C1)F)F